C1=CC=CC2=C3CC=CC=C3N=C12 5H-carbazol